(2-(p-tolyl)-1H-imidazol-4-yl)(3,4,5-trimethoxyphenyl)methanone tungsten (VI) oxalate C(C(=O)[O-])(=O)[O-].[W+6].C1(=CC=C(C=C1)C=1NC=C(N1)C(=O)C1=CC(=C(C(=C1)OC)OC)OC)C.C(C(=O)[O-])(=O)[O-].C(C(=O)[O-])(=O)[O-]